FC(C=1C=CC(=NC1)N1CCNCC1)F 1-(5-(Difluoromethyl)pyridin-2-yl)piperazine